FC1=C(C=C(C=C1)F)CC(=O)O 2,5-difluorophenylacetic acid